C(C)C(CCCC=C)CCCC=C 6-ethyl-1,10-undecadiene